(2S,4S)-4-fluoro-1-[2-[(3R)-3-(8-quinolylamino)pyrrolidin-1-yl]acetyl]pyrrolidine-2-carbonitrile F[C@H]1C[C@H](N(C1)C(CN1C[C@@H](CC1)NC=1C=CC=C2C=CC=NC12)=O)C#N